N-[3-(1H-benzo[d]imidazol-2-yl)phenyl]-5-(pyridazin-3-yl)pyrimidin-2-amine N1C(=NC2=C1C=CC=C2)C=2C=C(C=CC2)NC2=NC=C(C=N2)C=2N=NC=CC2